C(C)(C)(C)OC(N[C@H]1C[C@@H](CCC1)N1N=C(N=C1)C1=NC=CC=C1)=O.NC1=CC=C(C=C1)S(=O)(=O)NCCOCCOCCOCCOCCO 4-amino-N-[2-[2-[2-[2-(2-hydroxyethoxy)ethoxy]ethoxy]ethoxy]ethyl]benzenesulfonamide tert-butyl-N-[(1R,3R)-3-[3-(2-pyridyl)-1,2,4-triazol-1-yl]cyclohexyl]carbamate